2-((1R,4R)-4-(4-(3-(4-(8-chloro-5,6-dihydro-11H-benzo-[5,6]cyclohepta[1,2-b]pyridin-11-ylidene)-piperidin-1-yl)-2-hydroxypropoxy)-phenyl)cyclohexyl)-acetic acid ClC=1C=CC2=C(CCC=3C(=NC=CC3)C2=C2CCN(CC2)CC(COC2=CC=C(C=C2)C2CCC(CC2)CC(=O)O)O)C1